2-((2-(4-(1-cyanocyclopropyl)phenyl)-1H-indol-5-yl)thio)acetic acid C(#N)C1(CC1)C1=CC=C(C=C1)C=1NC2=CC=C(C=C2C1)SCC(=O)O